O=C1NC(CCC1C1=CC=C(C=C1)C#CC1CCN(CC1)C1CCN(CC1)C=1C=C2C(N(C(C2=CC1)=O)[C@H](CS(=O)(=O)C)C1=CC(=C(C=C1)OC)OCC)=O)=O 5-(4-((4-(2,6-dioxopiperidin-3-yl)phenyl)ethynyl)-[1,4'-bipiperidin]-1'-yl)-2-((S)-1-(3-ethoxy-4-methoxyphenyl)-2-(methylsulfonyl)ethyl)isoindoline-1,3-dione